C(CCC)CCCCCCCCCCCCC butyl-tridecane